O=C([C@H](C[C@H]1C(NCC1)=O)NC(=O)[C@H]1N(CC2(CC2)C1)C(C(F)(F)F)=O)COC(F)(F)F (S)-N-((S)-3-oxo-1-((S)-2-oxopyrrolidin-3-yl)-4-(trifluoromethoxy)butan-2-yl)-5-(2,2,2-trifluoroacetyl)-5-azaspiro[2.4]heptane-6-carboxamide